C[Si](OC)C dimethyl-methoxysilicon